6-chloro-2-[2-(3-chloro-2-pyridinyl)-5-(methylsulfanyl-methyl)pyrazol-3-yl]-8-methyl-3,1-benzoxazin-4-one ClC=1C=C(C2=C(C(OC(=N2)C=2N(N=C(C2)CSC)C2=NC=CC=C2Cl)=O)C1)C